COC([C@@H]1CN(CC1)C1=C(C=C(C=C1)I)F)OC (S)-3-(dimethoxymethyl)-1-(2-fluoro-4-iodophenyl)pyrrolidine